[N-]=C=O.[N-]=C=O.C=1(C(=CC=CC1)C)C o-xylene diisocyanate